C(C)C=1C(=NC(=NC1)N1CC(C1)(C)OC)C(=O)OCC ethyl 5-ethyl-2-(3-methoxy-3-methylazetidin-1-yl)pyrimidine-4-carboxylate